C1(CC1)OC1=CC=C(C=C1)N(C1=CC2=C([C@@H](CCO2)CNC=2C=NC=CC2C(=O)O)C=C1)C 3-({[(4R)-7-[(4-cyclopropoxyphenyl)(methyl)amino]-3,4-dihydro-2H-1-benzopyran-4-yl]methyl}amino)pyridine-4-carboxylic acid